5'-ethyl-3'-methyl-spiro[cyclopropane-1,6'-thieno[2,3-c]pyrrole]-4'(5'h)-one C(C)N1C2(C3=C(C1=O)C(=CS3)C)CC2